8-((5-Chloro-1-(1-methyl-1H-pyrazol-4-yl)-1H-indazol-6-yl)oxy)-5,6,7,8-tetrahydroquinoline-3-carbonitrile ClC=1C=C2C=NN(C2=CC1OC1CCCC=2C=C(C=NC12)C#N)C=1C=NN(C1)C